COC(=O)C=1CN(N2C1N=C(C=C2NC)NC2=C(C=CC=C2)OCC)[C@H]2C(N(CC2)C)=O |r| 5-(2-ethoxyanilino)-7-(methylamino)-N-[rac-1-methyl-2-oxo-pyrrolidin-3-yl]Pyrazolo[1,5-a]Pyrimidine-3-carboxylic acid methyl ester